ClC1=NN(C=C1N)C1CC1 3-chloro-1-cyclopropyl-1H-pyrazol-4-amine